N-[(1R,4R,5R,6S)-6-(benzenesulfonyl)-8-benzyl-4-methyl-8-azabicyclo[3.2.1]octan-2-ylidene]hydroxylamine C1(=CC=CC=C1)S(=O)(=O)[C@@H]1[C@H]2[C@@H](CC([C@@H](C1)N2CC2=CC=CC=C2)=NO)C